NC1CC(C1)C(=O)N1C[C@H](C[C@H](C1)C)C1=C2C=CC=NC2=C(C=C1)C#N 5-[(3R,5R)-1-(3-aminocyclobutanecarbonyl)-5-methyl-3-piperidinyl]quinoline-8-carbonitrile